3-(3,5-diethylphenyl)-1-[(1-methyl-1H-pyrazol-4-yl)(oxan-4-yl)sulfamoyl]urea sodium salt [Na].C(C)C=1C=C(C=C(C1)CC)NC(NS(N(C1CCOCC1)C=1C=NN(C1)C)(=O)=O)=O